BrC=1C(=C(C=CC1)N1N=C(N=C1[C@H](C)N(C(OC(C)(C)C)=O)C)C)F tert-butyl (S)-(1-(1-(3-bromo-2-fluorophenyl)-3-methyl-1H-1,2,4-triazol-5-yl)ethyl)(methyl)carbamate